5-(difluoromethyl)-3-(2-methoxy-3-nitrophenyl)-1,2,4-oxadiazole FC(C1=NC(=NO1)C1=C(C(=CC=C1)[N+](=O)[O-])OC)F